BrC1=COC2=C1C=CC=C2 3-bromobenzofuran